FC1(CCC(CC1)C(NC(=O)C1=C(C=NN1C(C)C)F)C=1OC2=C(N1)C=C(C=C2)C(COC)N2C(NC(C2)C(F)(F)F)=O)F N-((4,4-difluorocyclohexyl)(5-(2-methoxy-1-(2-oxo-4-(trifluoromethyl)imidazolidin-1-yl)ethyl)benzo[d]oxazol-2-yl)methyl)-4-fluoro-1-isopropyl-1H-pyrazole-5-carboxamide